2-(5-(8-methoxy-[1,2,4]triazolo[1,5-a]pyridin-6-yl)-4-(2,2,2-trifluoroethyl)-1H-pyrazol-3-yl)-5-(1-(2-(methylsulfonyl)ethyl)piperidin-4-yl)thiazole COC=1C=2N(C=C(C1)C1=C(C(=NN1)C=1SC(=CN1)C1CCN(CC1)CCS(=O)(=O)C)CC(F)(F)F)N=CN2